N,N-bis(2-hydroxyethyl)-3-methoxy-4-{[3-(4-{[(1S,4S)-4-(dimethyl-amino)cyclohexyl]amino}-1-(2,2,2-trifluoroethyl)-1H-indol-2-yl)prop-2-yn-1-yl]amino}benzene-1-sulfonamide OCCN(S(=O)(=O)C1=CC(=C(C=C1)NCC#CC=1N(C2=CC=CC(=C2C1)NC1CCC(CC1)N(C)C)CC(F)(F)F)OC)CCO